3H-pyrrole N1=CCC=C1